C(C)(C)(C)OC(=O)N1CC(CC1)C#CC1=C(N=NC(=C1)Cl)N 3-((3-Amino-6-chloropyridazin-4-yl)ethynyl)pyrrolidine-1-carboxylic acid tert-butyl ester